C(C)(C)(C)N(C(O)=O)CCN1CCN(CC1)C(NCCOCCOCCOCCOCCOCCN)=O.BrC1=C(C=C(C(=C1)Cl)F)OCC=C 1-bromo-5-chloro-4-fluoro-2-(prop-2-en-1-yloxy)benzene tert-butyl-(2-(4-((17-amino-3,6,9,12,15-pentaoxaheptadecyl)carbamoyl)piperazin-1-yl)ethyl)carbamate